potassium phenyl sulfide C1(=CC=CC=C1)SC1=CC=CC=C1.[K]